CN(S(=O)(=O)C)C=1SC=C(N1)C(=O)O 2-(N,S-dimethylsulfonamido)thiazole-4-carboxylic acid